5-((4'-(((S)-3-((4-(4-Aminopyrimidin-2-yl)-1,3-dimethyl-1H-pyrazol-5-yl)oxy)butyl)amino)-6'-chloro-3-fluoro-[2,3'-bipyridin]-5-yl)methyl)hexahydro-1H-thieno[3,4-c]pyrrole 2,2-dioxide NC1=NC(=NC=C1)C=1C(=NN(C1O[C@H](CCNC1=C(C=NC(=C1)Cl)C1=NC=C(C=C1F)CN1CC2C(C1)CS(C2)(=O)=O)C)C)C